5-[3-(methoxymethoxy)-4-(4,4,5,5-tetramethyl-1,3,2-dioxaborolan-2-yl)-phenyl]-2-methylpyrazolo[1,5-a]pyridine COCOC=1C=C(C=CC1B1OC(C(O1)(C)C)(C)C)C1=CC=2N(C=C1)N=C(C2)C